7-(1-(2-chloroethyl)-1H-pyrazol-4-yl)-8,9,10,11-tetrahydro-3H-pyrazolo[4,3-a]phenanthridine ClCCN1N=CC(=C1)C1=NC2=CC=C3C(=C2C=2CCCCC12)C=NN3